COC(=O)C=1C=CC2=C(N(C(=N2)CN2CCN(CC2)C2=CC=C3C(=N2)N(C=N3)CC3=CC=CC=C3)C[C@H]3OCC3)C1 (S)-2-((4-(3-benzyl-3H-imidazo[4,5-b]pyridin-5-yl)piperazin-1-yl)methyl)-1-(oxetan-2-ylmethyl)-1H-benzo[d]imidazole-6-carboxylic acid methyl ester